N,N'-(ethylene-di-1,2-phenylene)bismaleimide C(CC1=C(C=CC=C1)N1C(C=CC1=O)=O)C1=C(C=CC=C1)N1C(C=CC1=O)=O